3-methyl-1-Butyn-3-ol CC(C#C)(C)O